COC1=CC(=CC2=CN(N=C12)C)B1OC(C(O1)(C)C)(C)C 2-(7-methoxy-2-methyl-2H-indazol-5-yl)-4,4,5,5-tetramethyl-1,3,2-dioxaborolane